2-((2,4-dimethoxyphenyl)-amino)-N-(6-methoxy-2-methylpyridin-3-yl)-5-(trifluoromethyl)-benzamide COC1=C(C=CC(=C1)OC)NC1=C(C(=O)NC=2C(=NC(=CC2)OC)C)C=C(C=C1)C(F)(F)F